CC=1SC(=CN1)C=1N=C(C(=NC1)N)N (2-methylthiazol-5-yl)pyrazine-2,3-diamine